Cis-4-amino-3-[(7,8-dihydrofuro[3,2-e][1,3]benzothiazol-2-yl)amino]piperidine-1-carboxylic acid tert-butyl ester C(C)(C)(C)OC(=O)N1C[C@H]([C@H](CC1)N)NC=1SC2=C(N1)C1=C(C=C2)OCC1